[Cl-].CC1(CC[N+]2(CCCC2)CC1)C 8,8-dimethyl-5-azoniaspiro[4.5]decane chloride